boc-(S)-4,4-dimethyl-2-pentylamine C(=O)(OC(C)(C)C)N[C@@H](C)CC(C)(C)C